(R)-5-bromo-2-(3-(pyridin-2-yloxy)pyrrolidin-1-yl)benzamide BrC=1C=CC(=C(C(=O)N)C1)N1C[C@@H](CC1)OC1=NC=CC=C1